C(C)(C)[C@@H]1N(CC2=C(NC1=O)C=CC=C2)C(=O)C=2C=NNC2 (S)-3-isopropyl-4-(1H-pyrazole-4-carbonyl)-1,3,4,5-tetrahydro-2H-benzo[e][1,4]diazepin-2-one